COC=1C=C(C=CC1OC)CC(C#N)(C)N L-3-(3,4-dimethoxyphenyl)-2-amino-2-methylpropanenitrile